N-((1R,2R)-2-((difluoromethyl)sulfonamido)cyclopentyl)-2-(2-(6-((cis)-2,6-dimethylmorpholino)pyridin-2-yl)-1,6-naphthyridin-7-yl)acetamide FC(S(=O)(=O)N[C@H]1[C@@H](CCC1)NC(CC1=NC=C2C=CC(=NC2=C1)C1=NC(=CC=C1)N1C[C@@H](O[C@@H](C1)C)C)=O)F